COC(=O)C1=CC2=C(C=N1)C=NN2C(CC)(F)F 1-(1,1-difluoropropyl)-1H-pyrazolo[4,3-c]pyridine-6-carboxylic acid methyl ester